[Li+].[Al+3].[F-].[F-].[F-].[F-] fluoride aluminum lithium